C(=C\C=C/CCCC[C@H]1[C@@H](CCCCCCCC)O1)O (3Z,6Z,9S,10R)-9,10-epoxy-octadecadienol